ClC1=C(C=CC=C1NC(C1=CC(=CC=C1)C#N)=O)[C@]1(N/C(/N(C(C1)=O)[C@H]1C[C@H](C(CC1)(F)F)C)=N\C(OC(C)(C)C)=O)C |o1:25,27| tert-Butyl (NE)-N-[(4S)-4-{2-chloro-3-[(3-cyanobenzoyl)amino]phenyl}-1-[(1R*,3R*)-4,4-difluoro-3-methylcyclohexyl]-4-methyl-6-oxohexahydropyrimidin-2-ylidene]-carbamate